tert-butyl N-[3-[(2-amino-3H-thieno[3,4-b]azepine-4-carbonyl)-propyl-amino]propyl]carbamate NC=1CC(=CC=2C(N1)=CSC2)C(=O)N(CCCNC(OC(C)(C)C)=O)CCC